3-(3-trifluoromethyl-benzyloxy)-N-(pyridin-3-yl)thiophene-2-carboxamide FC(C=1C=C(COC2=C(SC=C2)C(=O)NC=2C=NC=CC2)C=CC1)(F)F